N-(5-(oxetan-3-yl)-1H-pyrazol-3-yl)-6-((tetrahydro-2H-pyran-4-yl)methoxy)pyrazin-2-amine O1CC(C1)C1=CC(=NN1)NC1=NC(=CN=C1)OCC1CCOCC1